5'-(pentane-1,5-diylbis(oxy))bis(pyrazine-2-carbonitrile) C(CCCCOC=1C(=NC=CN1)C#N)OC=1C(=NC=CN1)C#N